ClC1=C(C=CC(=C1)F)C1=CC=2N(C(N(C(C2S1)=O)C=1C=2C(C=NC1)=NN(C2C)C)=O)CCC#N 3-(6-(2-chloro-4-fluorophenyl)-3-(2,3-dimethyl-2H-pyrazolo[3,4-c]pyridin-4-yl)-2,4-dioxo-3,4-dihydrothieno[3,2-d]pyrimidin-1(2H)-yl)propanenitrile